(S)-N-(1-(5-(4-fluorobenzoyl)-2-((5-(4-methylpiperazin-1-yl)pyridin-2-yl)amino)-7H-pyrrolo[2,3-d]pyrimidin-4-yl)pyrrolidin-3-yl)cyclopropanesulphonamide FC1=CC=C(C(=O)C2=CNC=3N=C(N=C(C32)N3C[C@H](CC3)NS(=O)(=O)C3CC3)NC3=NC=C(C=C3)N3CCN(CC3)C)C=C1